2-Fluoro-4-(methoxy-d3)-1-nitrobenzene FC1=C(C=CC(=C1)OC([2H])([2H])[2H])[N+](=O)[O-]